C(C)(C)(C)N1CCN(CC1)C1=C(C(=CC=C1)S(=O)(=O)C1=CC(=CC=C1)F)C(F)(F)F tert-butyl-4-(3-((3-fluorophenyl)sulfonyl)-2-(trifluoromethyl)phenyl)piperazine